4-benzyl-1,4-diazepan-2-one C(C1=CC=CC=C1)N1CC(NCCC1)=O